N-(2-Amino-3-fluoro-4-((4-(trifluoromethoxy)benzyl)amino)phenyl)-4-cyclohexylbutanamid NC1=C(C=CC(=C1F)NCC1=CC=C(C=C1)OC(F)(F)F)NC(CCCC1CCCCC1)=O